C1=CC=CC=2C3=CC=CC=C3C(C12)COC(=O)N(CCC(=O)O)C N-{[(9H-fluoren-9-yl)methoxy]carbonyl}-N-methyl-β-alanine